5-(2,4-dioxoimidazolidin-1-yl)pent-3-ene-1-sulfonamide O=C1N(CC(N1)=O)CC=CCCS(=O)(=O)N